p-(methylthio)acetophenone CSC1=CC=C(C=C1)C(C)=O